S([O-])(O)(=O)=O.[Na+].BrC1=C(C(=C(C(=C1O)Br)Br)C(C)(C)C1=CC=C(C=C1)O)Br tetrabromobisphenol A sodium bisulfate